(Methylcyclopentadienyl)trimethyl-platinum (IV) CC1(C=CC=C1)[Pt](C)(C)C